1-Ethyl-4-fluoro-N'-((3-phenyl-2-(trifluoromethyl)-6,7-dihydro-5H-cyclopenta[b]pyridin-4-yl)carbamoyl)-1H-pyrazole-3-sulfonimidamide C(C)N1N=C(C(=C1)F)S(=O)(N)=NC(NC1=C2C(=NC(=C1C1=CC=CC=C1)C(F)(F)F)CCC2)=O